N-(4-methyl-3-(2-(methylamino)-8,9-dihydroimidazo[1',2':1,6]pyrido[2,3-d]pyrimidin-6-yl)phenyl)-6-(trifluoromethyl)pyrazine-2-carboxamide CC1=C(C=C(C=C1)NC(=O)C1=NC(=CN=C1)C(F)(F)F)C1=CC2=C(N=C(N=C2)NC)N2C1=NCC2